8-((2-fluoro-4-(methylthio)phenyl)amino)-2-(2-hydroxyethoxy)-4,7-dimethyl-3,4-dihydro-2,7-naphthyridine-1,6(2h,7h)-dione FC1=C(C=CC(=C1)SC)NC=1N(C(C=C2C(CN(C(C12)=O)OCCO)C)=O)C